(1R,4aS,10aR)-7-isopropyl-1,4a-dimethyl-N-(4-(pyridin-2-ylmethoxy)phenyl)-1,2,3,4,4a,9,10,10a-octahydrophenanthrene-1-carboxamide C(C)(C)C1=CC=C2[C@]3(CCC[C@]([C@@H]3CCC2=C1)(C(=O)NC1=CC=C(C=C1)OCC1=NC=CC=C1)C)C